2-(bromomethyl)quinoline BrCC1=NC2=CC=CC=C2C=C1